3-(3-(difluoromethoxy)phenyl)-1-isopropyl-N-(1,1,1-trifluoro-3-hydroxypropan-2-yl)-1H-pyrazolo[4,3-b]pyridine-6-carboxamide FC(OC=1C=C(C=CC1)C1=NN(C=2C1=NC=C(C2)C(=O)NC(C(F)(F)F)CO)C(C)C)F